OCCN(C(CO)(CO)CO)CCO bis-(2-hydroxy-ethyl)-amino-tris(hydroxymethyl)-methane